O[C@@H]1C(O[C@H]([C@@H]([C@H]1O)O)CO)OC1=CC=C(C=C1)C=CC=O 3-(4-(((3s,4r,5r,6s)-3,4,5-trihydroxy-6-(hydroxymethyl)tetrahydro-2h-pyran-2-yl)oxy)phenyl)prop-2-en-1-one